CC(CNC=1C2=C(N=C(N1)C1=CC=NC=C1)C=NC=C2)(CN)C 2,2-dimethyl-N1-(2-(pyridin-4-yl)pyrido[3,4-d]pyrimidin-4-yl)propane-1,3-diamine